4-(Chloromethyl)-1,5-dimethyl-1H-1,2,3-triazole ClCC=1N=NN(C1C)C